CC=1SC2=C(N1)C(=CC=C2)CO 2-methyl-4-hydroxymethylbenzo[d]thiazole